FC1CN(CC1)CCOC1=CC=2N(C=C1)C(=CN2)C2=CC(=NC=N2)NCC2=CC=C(C=C2)C=2C=NN(C2)C 6-{7-[2-(3-Fluoropyrrolidin-1-yl)ethoxy]imidazo[1,2-a]pyridin-3-yl}-N-{[4-(1-methyl-1H-pyrazol-4-yl)phenyl]methyl}pyrimidin-4-amine